1-(1-(4-(trifluoromethyl)phenyl)cyclopropyl)ethan-1-one FC(C1=CC=C(C=C1)C1(CC1)C(C)=O)(F)F